methoxyl-dipropylene glycol (methyl)acrylate CC(C(=O)O)=C.O(C)CC(COC(C)CO)O